C1(CCCCC1)SC1=NC(=CC=C1/C=C/C(=O)NC1=CC=CC=2NC(NC21)=O)C(F)(F)F (E)-3-(2-(cyclohexylsulfanyl)-6-(trifluoromethyl)pyridin-3-yl)-N-(2-oxo-2,3-dihydro-1H-benzo[d]imidazol-4-yl)acrylamide